C(C)(C)NC(C)C.[NH+]=1NN=NC1 tetrazolium diisopropylamine salt